(4-(6-((diethoxyphosphoryl)methyl)-1,2,4,5-tetrazin-3-yl)benzoyl)-L-valyl-L-alanine C(C)OP(=O)(OCC)CC1=NN=C(N=N1)C1=CC=C(C(=O)N[C@@H](C(C)C)C(=O)N[C@@H](C)C(=O)O)C=C1